BrCC1=CC2=C(S1)C=CC(=C2)C(=O)O 2-(bromomethyl)benzo[b]thiophene-5-carboxylic acid